5-carboxy-isoindoline C(=O)(O)C=1C=C2CNCC2=CC1